FC1=C(C(=C(C=C1OC)OC)F)N1C2=C(C3=C1N=CN=C3N)C=C(C(=N2)C)C 9-(2,6-difluoro-3,5-dimethoxyphenyl)-6,7-dimethyl-9H-pyrido[3',2':4,5]pyrrolo[2,3-d]pyrimidin-4-amine